3-methyl-1,4-dihydropyrazol-5-thione CC1=NNC(C1)=S